C1(CCCCC1)C1C2C3C4C=CC(C3C(C1)C2)C4 9-cyclohexyltetracyclo[6.2.1.13,6.02,7]dodeca-4-ene